Tetramethylpropylenediamine CN(CC(C)N(C)C)C